Benzyl (2S,5S)-2-(6-aminopyridin-3-yl)-5-methylmorpholine-4-carboxylate NC1=CC=C(C=N1)[C@H]1CN([C@H](CO1)C)C(=O)OCC1=CC=CC=C1